NN1C=NC(=C2N3C(N=C12)N(C(N3C)=O)CCN3CCN(CC3)C(=O)[C@H]3NCCC3)C=3OC=CC3 5-Amino-8-(2-furyl)-1-methyl-3-[2-[4-[(2S)-pyrrolidine-2-carbonyl]piperazin-1-yl]ethyl]-[1,2,4]triazolo[5,1-f]purin-2-one